(R)-N-(2-fluoro-3-hydroxy-3-methylbutyl)-4-(isopropylamino)-2-(6-oxo-1,6-dihydropyridin-yl)thieno[2,3-b]pyridine-5-carboxamide F[C@H](CNC(=O)C=1C(=C2C(=NC1)SC(=C2)N2C=CC=CC2=O)NC(C)C)C(C)(C)O